ClC1=C(C(=CC=C1)Cl)[O-].N[C@@H]1C2=CC=CC=C2CC12CCN(CC2)C=2C(=NC(=C(N2)C)C2=C(C(=CC=C2)Cl)Cl)C(O)C2CC2 (3-((S)-1-amino-1,3-dihydrospiro[indene-2,4'-piperidine]-1'-yl)-6-(2,3-dichlorophenyl)-5-methylpyrazin-2-yl)(cyclopropyl)methanol 2,6-dichlorophenolate